perfluoro-1,8-dichlorooctane FC(C(C(C(C(C(C(C(Cl)(F)F)(F)F)(F)F)(F)F)(F)F)(F)F)(F)F)(Cl)F